4-(2-((adamantan-1-yl)amino)ethyl)-N-(4-(2,6-dioxopiperidin-3-yl)phenyl)benzamide C12(CC3CC(CC(C1)C3)C2)NCCC2=CC=C(C(=O)NC3=CC=C(C=C3)C3C(NC(CC3)=O)=O)C=C2